C(=O)(O)C1=CC=C(C=C1)N1C=C(C(=C1)C)C(=O)[O-] 1-(4-carboxyphenyl)-4-methyl-1H-pyrrole-3-carboxylate